1-(4-(trifluoromethyl)phenyl)piperidin-4-ol FC(C1=CC=C(C=C1)N1CCC(CC1)O)(F)F